C(C)(=O)C1=C(SC2=NC(=C(C(=C21)C)Cl)C)C(=O)O 3-acetyl-5-chloro-4,6-dimethyl-thieno[2,3-b]pyridine-2-carboxylic acid